aspartic acid-d5 N([C@@](C(C(=O)O)([2H])[2H])(C(=O)O)[2H])([2H])[2H]